2-[3-fluoro-4-(trifluoromethyl)phenoxy]-N-(3-{4-[(3S)-3-(trifluoromethoxy)pyrrolidine-1-carbonyl]-1H-pyrazol-1-yl}bicyclo[1.1.1]pentan-1-yl)acetamide FC=1C=C(OCC(=O)NC23CC(C2)(C3)N3N=CC(=C3)C(=O)N3C[C@H](CC3)OC(F)(F)F)C=CC1C(F)(F)F